C(C)[C@H]1OC2=C(CNC1)C=CC(=C2)C (R)-2-Ethyl-8-methyl-2,3,4,5-tetrahydrobenzo[f][1,4]oxazepine